ethylmethyldioctadecylammonium ethyl-sulfate 5-((7-chloro-8-fluoro-3-iodo-2-(methylthio)-1,6-naphthyridin-4-yl)amino)-2-azabicyclo[2.1.1]hexane-2-carboxylate ClC1=NC=C2C(=C(C(=NC2=C1F)SC)I)NC1C2CN(C1C2)C(=O)[O-].C(C)OS(=O)(=O)[O-].C(C)[N+](CCCCCCCCCCCCCCCCCC)(CCCCCCCCCCCCCCCCCC)C.C(C)[N+](C)(CCCCCCCCCCCCCCCCCC)CCCCCCCCCCCCCCCCCC